BrC1=CC=C2N=CC(=NC2=C1Cl)N1CCOCC1 7-bromo-8-chloro-2-(morpholin-4-yl)quinoxaline